3-oxabicyclohexane C1(COCCC1)C1CCCCC1